N[C@@H](CCS)C(=O)[O-] homocysteinate